FC(OC1=CC=C(C=C1)C12CCN(CC2C1)C(=O)C1CC2(C1)NC(OC2)=O)(F)F (rac)-(2s,4s)-2-(6-(4-(Trifluoromethoxy)phenyl)-3-azabicyclo[4.1.0]heptan-3-carbonyl)-7-oxa-5-azaspiro[3.4]octan-6-on